BrC1=CC=C(C=C1)C(C1CN(CC1)CCCF)(F)F 3-[(4-bromophenyl)-difluoro-methyl]-1-(3-fluoropropyl)pyrrolidine